CN=S(=O)(C)C methylimino-dimethyl-oxo-lambda6-sulfane